water-HCl Cl.O